bicyclo[3.1.0]hexane-2-carboxylic acid methyl ester COC(=O)C1C2CC2CC1